tert-butyl (trans-4-(6-methylene-3-phenyladamantane-1-carboxamido)cyclohexyl)carbamate C=C1C2CC3(CC(CC1C3)(C2)C(=O)N[C@@H]2CC[C@H](CC2)NC(OC(C)(C)C)=O)C2=CC=CC=C2